(S)-6-(3-(((2-oxopyrrolidin-3-yl)amino)methyl)-1-(4-(trifluoromethyl)benzyl)-1H-indol-5-yl)picolinamide O=C1NCC[C@@H]1NCC1=CN(C2=CC=C(C=C12)C1=CC=CC(=N1)C(=O)N)CC1=CC=C(C=C1)C(F)(F)F